BrC1=C2C=NNC2=CC(=C1[C@@H]1[C@@H](C1)C)C 4-Bromo-6-methyl-5-((1S,2R)-2-methylcyclopropyl)-1H-indazole